acetic acid 2,2,2-trichloro-1-phenylethyl ester ClC(C(C1=CC=CC=C1)OC(C)=O)(Cl)Cl